L-aspartic acid 2,5-dioxopyrrolidin-1-yl ester O=C1N(C(CC1)=O)OC([C@@H](N)CC(=O)O)=O